3-(8-Amino-6-(trifluoromethyl)imidazo[1,2-a]pyrazin-3-yl)-4-methyl-N-(3-(morpholinomethyl)bicyclo[1.1.1]pentan-1-yl)benzenesulfonamide trifluoroacetate salt FC(C(=O)O)(F)F.NC=1C=2N(C=C(N1)C(F)(F)F)C(=CN2)C=2C=C(C=CC2C)S(=O)(=O)NC21CC(C2)(C1)CN1CCOCC1